dimethyl-8-oxo-5,8-dihydropyrido[2,3-b]pyrazine-2-carboxamide CN1C=CC(C=2C1=NC(=C(N2)C(=O)N)C)=O